BrC=1C2=CN(N=C2C=CC1)CCN1C(COCC1)C(=O)OC methyl 4-[2-(4-bromoindazol-2-yl)ethyl]morpholine-3-carboxylate